C(C)N(C(C(C)C)=O)CC N,N-diethylisobutyric acid amide